Cl.NC\C=C(\CN1C(=C(C2=CC(=CC=C12)C(=O)N(C)C)CC1=CC=C(C=C1)S(N(C)C)(=O)=O)C)/F (Z)-1-(4-amino-2-fluorobut-2-en-1-yl)-3-(4-(N,N-dimethylsulfamoyl)benzyl)-N,N,2-trimethyl-1H-indole-5-carboxamide hydrochloride